N1(CCC1)CCC(=O)N[C@H](C(F)F)C1=C(C=CC(=C1)F)F (S)-3-(azetidin-1-yl)-N-(1-(2,5-difluorophenyl)-2,2-difluoroethyl)propionamide